4-Chloro-1-phenyldibenzo[b,d]furan ClC1=CC=C(C2=C1OC1=C2C=CC=C1)C1=CC=CC=C1